2-[2-(2,6-dioxopiperidin-3-yl)-1-oxo-2,3-dihydro-1H-isoindol-5-yl]acetic acid O=C1NC(CCC1N1C(C2=CC=C(C=C2C1)CC(=O)O)=O)=O